FC1CN(C1)CC1COCC(O1)COC1=CC=C(C=C1)C=1C=C(C(NC1C(F)(F)F)=O)C(=O)N 5-(4-((6-((3-fluoroazetidin-1-yl)methyl)-1,4-dioxan-2-yl)methoxy)phenyl)-2-oxo-6-(trifluoromethyl)-1,2-dihydropyridine-3-carboxamide